1-[2-[(2-Amino-4-chlorophenyl)amino]benzoyl]-4-methylpiperazine NC1=C(C=CC(=C1)Cl)NC1=C(C(=O)N2CCN(CC2)C)C=CC=C1